5-[6-(5-fluoropyridin-2-yl)pyrimidin-4-yl]benzene-1,3-dicarbonitrile FC=1C=CC(=NC1)C1=CC(=NC=N1)C=1C=C(C=C(C1)C#N)C#N